C(CCCCC)(O)O n-Hexandiol